COC(=O)C=1C(=NC=2N(C1)C=C(N2)C21COC(C2)(C1)CF)OC(C)CC 7-(sec-butoxy)-2-(1-(fluoromethyl)-2-oxabicyclo[2.1.1]hex-4-yl)imidazo[1,2-a]pyrimidine-6-carboxylic acid methyl ester